(R)-11-(3-chloro-4-fluorophenyl)-3-(2-methoxyethoxy)-10-(trifluoromethyl)-3,4-dihydro-2H,6H-[1,4]thiazepino[2,3,4-ij]quinazoline-6,8(7H)-dione ClC=1C=C(C=CC1F)C1=C(C=C2C(NC(N3C2=C1SC[C@@H](C3)OCCOC)=O)=O)C(F)(F)F